(+)-p-bromophenylamine hydrochloride Cl.BrC1=CC=C(C=C1)N